BrC(=CC1C(C1C(=O)[O-])(C)C)Br 3-(2,2-dibromo-1-ethenyl)-2,2-dimethylcyclopropanecarboxylate